(3R*,5R*)-5-Allyltetrahydrofuran-3-ol C(C=C)[C@@H]1C[C@H](CO1)O |o1:3,5|